Cl.S1C(=CC2=C1C=CC=C2)C(C)N(C(=O)N)OC(CN(CC)CC)=O N-[1-(1-benzothien-2-yl)ethyl]-N-(2-diethylaminoacetyloxyl)urea hydrochloride